C(C)C1=NC2=CC(=C(C=C2C(N1C1=C(C=CC=C1C)F)=O)/C=C/C(=O)OCC)F (E)-ethyl 3-(2-ethyl-7-fluoro-3-(2-fluoro-6-methylphenyl)-4-oxo-3,4-dihydroquinazolin-6-yl)acrylate